Bicyclo[1.1.1]pentan-1-yl(6-(5-isopropyl-1H-pyrazole-3-carbonyl)-2,6-diazaspiro[3.3]heptan-2-yl)methanone C12(CC(C1)C2)C(=O)N2CC1(C2)CN(C1)C(=O)C1=NNC(=C1)C(C)C